(2R)-2-(6-{5-chloro-2-[(1-hydroxy-2-methyl-propan-2-yl)amino]pyrimidin-4-yl}-1-oxo-2,3-dihydro-1H-isoindol-2-yl)-N-[(1S)-2-hydroxy-1-(3-methylphenyl)ethyl]propanamide ClC=1C(=NC(=NC1)NC(CO)(C)C)C1=CC=C2CN(C(C2=C1)=O)[C@@H](C(=O)N[C@H](CO)C1=CC(=CC=C1)C)C